OC=1C=C(CN)C=CC1O 3,4-dihydroxybenzylamine